1-(3-(((2-Isopropyl-6-(6-(4-methoxypyridin-3-yl)-4-methyl-1H-pyrazolo[4,3-c]pyridin-1-yl)pyridin-4-yl)oxy)methyl)azetidin-1-yl)ethan-1-one C(C)(C)C1=NC(=CC(=C1)OCC1CN(C1)C(C)=O)N1N=CC=2C(=NC(=CC21)C=2C=NC=CC2OC)C